ClC1=C(C=CC=C1)CC(=O)NC1=CC(=C(C=C1)N1N=CC(=C1)N1[C@H](CC[C@H]1C)C)S(N)(=O)=O 2-(2-chlorophenyl)-N-(4-{4-[(cis)-2,5-dimethylpyrrolidin-1-yl]-1H-pyrazol-1-yl}-3-sulfamoylphenyl)acetamide